(6-amino-5-(2-chloro-3-hydroxy-6-methylphenyl)-2,3-dimethyl-5H-pyrrolo[2,3-b]pyrazin-7-yl)(6,7-dihydropyrazolo[1,5-a]pyrazin-5(4H)-yl)methanone NC1=C(C=2C(=NC(=C(N2)C)C)N1C1=C(C(=CC=C1C)O)Cl)C(=O)N1CC=2N(CC1)N=CC2